BrC=1N(C=C(N1)N1C2=CC=CC=C2C=2C=CC=CC12)C(C)C 9-(2-bromo-1-isopropylimidazol-4-yl)-carbazole